6-bromo-1-tosyl-1H-indole BrC1=CC=C2C=CN(C2=C1)S(=O)(=O)C1=CC=C(C)C=C1